2-chloro-N-(2-(cyclohexylamino)-2-oxo-1-(pyridin-3-yl)ethyl)-N-(4-fluorophenethyl)acetamide ClCC(=O)N(CCC1=CC=C(C=C1)F)C(C(=O)NC1CCCCC1)C=1C=NC=CC1